C(C)NC(=O)N1CC2=C(CC1)C=C(S2)C2=NOC(=N2)C(F)(F)F N-ethyl-2-(5-(trifluoromethyl)-1,2,4-oxadiazol-3-yl)-4,7-dihydrothieno[2,3-c]pyridine-6(5H)-carboxamide